CN1N=NC(=C1NC(O[C@H](C)C=1C(=NC=C(C1)F)C=O)=O)C1=NC(=C(C=C1)NS(=O)(=O)C)C (R)-1-(5-fluoro-2-formylpyridin-3-yl)ethyl (1-methyl-4-(6-methyl-5-(methylsulfonamido)pyridin-2-yl)-1H-1,2,3-triazol-5-yl)carbamate